3-(5-Amino-6-(pyrimidin-4-yl)pyrazin-2-yl)-N-(4-cyanobicyclo[2.1.1]hexan-1-yl)-4-(methyl-d3)benzenesulfonamide trifluoroacetate salt FC(C(=O)O)(F)F.NC=1N=CC(=NC1C1=NC=NC=C1)C=1C=C(C=CC1C([2H])([2H])[2H])S(=O)(=O)NC12CCC(C1)(C2)C#N